N(=[N+]=[N-])CC1(OC2=C(C1)C=C(C(=C2[C@@H](C)N)F)F)C (1R)-1-(2-(azidomethyl)-5,6-difluoro-2-methyl-2,3-dihydrobenzofuran-7-yl)ethan-1-amine